[(2S)-4-(5-chlorooxazolo[4,5-b]pyridin-2-yl)-2-(hydroxymethyl)piperazin-1-yl]-[4-[1-(2,2-dimethylpropyl)triazol-4-yl]phenyl]methanone ClC1=CC=C2C(=N1)N=C(O2)N2C[C@H](N(CC2)C(=O)C2=CC=C(C=C2)C=2N=NN(C2)CC(C)(C)C)CO